(Z)-4-methoxybenzenesulfonic acid COC1=CC=C(C=C1)S(=O)(=O)O